5-(piperidin-4-ylamino)benzoic acid N1CCC(CC1)NC=1C=CC=C(C(=O)O)C1